1,3,5-trihydroxyadamantane tert-butyl-(3-(aminooxy)propyl)carbamate C(C)(C)(C)N(C(O)=O)CCCON.OC12CC3(CC(CC(C1)C3)(C2)O)O